(2S,4R)-2-((1H-1,2,3-triazol-1-yl)methyl)-4-(5-(3-bromophenyl)-oxazole-2-carboxamido)pyrrolidine-1-carboxylic acid tert-butyl ester C(C)(C)(C)OC(=O)N1[C@@H](C[C@H](C1)NC(=O)C=1OC(=CN1)C1=CC(=CC=C1)Br)CN1N=NC=C1